[N+](=O)([O-])C=1C(=C2C(=NC1)SC=C2)N2C[C@H](CCC2)NC(OC(C)(C)C)=O tert-Butyl [(3S)-1-(5-nitrothieno[2,3-b]pyridin-4-yl)piperidin-3-yl]carbamate